methyl triazole-3-carboxylate N1=NN(C=C1)C(=O)OC